C(=O)O.C(C)OC1CCC(CC1)N1N=C(C(=C1)NC(=O)C=1N=C(SC1)C=1C=NNC1)C1=NC=CC=C1 N-(1-((1r,4r)-4-ethoxycyclohexyl)-3-(pyridin-2-yl)-1H-pyrazol-4-yl)-2-(1H-pyrazol-4-yl)thiazole-4-carboxamide formate